C1(CC1)C(C)N1C(C=2C(=NC(=CC2C1)C1=C(N=C(S1)NC(C)=O)C)OCCO)=O N-(5-(2-(1-cyclopropylethyl)-4-(2-hydroxyethoxy)-3-oxo-2,3-dihydro-1H-pyrrolo[3,4-c]pyridin-6-yl)-4-methylthiazol-2-yl)acetamide